O1CCC(CC1)COC1=CC=C(C=N1)C=O 6-(tetrahydropyran-4-ylmethoxy)pyridine-3-carbaldehyde